COC(C(C)C1=CNC2=CC=C(C=C12)Br)=O 2-(5-bromo-1H-indol-3-yl)propionic acid methyl ester